O=C1N(C(CCC1N1C(C2=CC=C(C=C2C1)O[C@@H]1CC[C@@H](N(C1)C(=O)OC(C)(C)C)CCC)=O)=O)COCC[Si](C)(C)C tert-Butyl (2S,5R)-5-((2-(2,6-dioxo-1-((2-(trimethylsilyl)ethoxy)methyl)piperidin-3-yl)-1-oxoisoindolin-5-yl)oxy)-2-propylpiperidine-1-carboxylate